O1CCN(CC1)C=1C2=C(N=C(N1)N1N=CC(=C1)C=1C=C(C=CC1)C)C=C(O2)C2=NC=NC=C2 4-morpholino-2-[4-(m-tolyl)pyrazol-1-yl]-6-pyrimidin-4-yl-furo[3,2-d]pyrimidine